C12(CC3CC(CC(C1)C3)C2)CC(=O)N2CCN(CC2)C2=CC(=C(C=C2)NC=2N=CC3=C(N2)N(C(C=C3C)=O)C=3C=C(C=CC3)NC3CC3)OC N-(3-(2-((4-(4-(2-((3R,5R,7R)-adamantan-1-yl)acetyl)piperazin-1-yl)-2-Methoxyphenyl)amino)-5-methyl-7-oxopyrido[2,3-d]pyrimidin-8(7H)-yl)phenyl)-1-aminocyclopropane